(3R)-5-(2,6-dichlorobenzoyl)oxy-3-[[(2S)-2-[[(2S)-3-methyl-2-(phenylmethoxycarbonylamino)butanoyl]amino]propanoyl]amino]-4-oxopentanoic acid ClC1=C(C(=O)OCC([C@@H](CC(=O)O)NC([C@H](C)NC([C@H](C(C)C)NC(=O)OCC2=CC=CC=C2)=O)=O)=O)C(=CC=C1)Cl